1-((2S)-2-methyl-4-(2-(tetrahydro-1H-furo[3,4-c]pyrrol-5(3H)-yl)-4-(trifluoromethyl)benzyl)piperazine-1-carbonyl)-1H-pyrazole-3-carboxylic acid C[C@@H]1N(CCN(C1)CC1=C(C=C(C=C1)C(F)(F)F)N1CC2C(C1)COC2)C(=O)N2N=C(C=C2)C(=O)O